2-[3-(3,4-dihydro-1H-isoquinolin-2-yl)-2-hydroxy-propyl]-7-hydroxy-4,5-dihydro-3H-2-benzazepine-1-one C1N(CCC2=CC=CC=C12)CC(CN1C(C2=C(CCC1)C=C(C=C2)O)=O)O